N-cyclopropyl-2-[3-[(trans)-2-[5-(diethylaminomethyl)-2-pyridyl]vinyl]-1-tetrahydropyran-2-ylindazol-6-yl]sulfanyl-4-fluoro-benzamide C1(CC1)NC(C1=C(C=C(C=C1)F)SC1=CC=C2C(=NN(C2=C1)C1OCCCC1)\C=C\C1=NC=C(C=C1)CN(CC)CC)=O